OC(=O)C(F)(F)F.C(C)N ethan-1-amine TFA salt